FC(S(=O)(=O)OC1=CC(=CC(=C1)CCCCCCCCCCCCCCC)OCC(CCCC)CC)(F)F 3-((2-ethylhexyl)oxy)-5-pentadecylphenyl trifluoromethanesulfonate